BrC=1C=C(C=NC1)NC1CC(N(CC1)C(=O)OC(C)(C)C)C tert-butyl 4-((5-bromopyridin-3-yl)amino)-2-methylpiperidine-1-carboxylate